OC(C(CC=1C=C(C=CC1)C)NC(=O)C=1C=C2C(=NC1)NC=C2)(C)C N-(3-hydroxy-3-methyl-1-(m-tolyl)butan-2-yl)-1H-pyrrolo[2,3-b]pyridine-5-carboxamide